C(C)(C)(C)OC(=O)N1CC=2N=CN=C(C2CC1)N(C=1C=NC=CC1C(F)(F)F)C 4-[methyl-[4-(trifluoromethyl)pyridin-3-yl]amino]-5H,6H,7H,8H-pyrido[3,4-d]pyrimidine-7-carboxylic acid tert-butyl ester